Cl.C(C)(CC)C1=CC=C(C=C1)NC(=O)N1CCNCC1 N-(4-(sec-butyl)phenyl)piperazine-1-carboxamide Hydrochloride